2-{[4-(2-aminopyrimidin-5-yl)-2-fluorobenzoyl]amino}propanoic Acid NC1=NC=C(C=N1)C1=CC(=C(C(=O)NC(C(=O)O)C)C=C1)F